C(C)(=O)O[C@H]1[C@@H](O[C@@H]([C@H]([C@@H]1OC(C)=O)OC(C)=O)C(=O)OC)OC1=C(C=C(C=C1)COC(=O)OC1=CC=C(C=C1)[N+](=O)[O-])NC(CCNC(=O)OC(C)(C)C)=O (2S,3R,4S,5S,6S)-2-(2-(3-((tert-butoxycarbonyl)amino)-propanamido)-4-((((4-nitrophenoxy)carbonyl)oxy)methyl)phenoxy)-6-(methoxycarbonyl)tetrahydro-2H-pyran-3,4,5-triyl triacetate